tri-(2-hexyl)phosphine CC(CCCC)P(C(C)CCCC)C(C)CCCC